5-(azetidin-3-yl)-2-(2-chlorophenoxy)pyridine 4-methylbenzenesulfonate CC1=CC=C(C=C1)S(=O)(=O)O.N1CC(C1)C=1C=CC(=NC1)OC1=C(C=CC=C1)Cl